tert-Butyl (2-(benzylthio)-9H-purin-6-yl)carbamate C(C1=CC=CC=C1)SC1=NC(=C2N=CNC2=N1)NC(OC(C)(C)C)=O